7-(((4-methoxyphenyl)diphenylmethoxy)methyl)-2,2-dimethyl-3-vinyl-2H-chromene COC1=CC=C(C=C1)C(OCC1=CC=C2C=C(C(OC2=C1)(C)C)C=C)(C1=CC=CC=C1)C1=CC=CC=C1